FC(C(=O)O)(F)F.CC1=NC=CC(=C1)C1CCNCC1 2-methyl-4-(piperidin-4-yl)pyridine trifluoroacetic acid salt